FC=1C=C(C=CC1OC1=CC=NC2=CC(=C(C=C12)OC)OCCCN1CCOCC1)C=1N(C(C(=C2C1CCC2)C(=O)N)=O)C2=CC=C(C=C2)F (3-fluoro-4-{[6-methoxy-7-(3-morpholinopropoxy)quinolin-4-yl]oxy}phenyl)-2-(4-fluorophenyl)-3-oxo-3,5,6,7-tetrahydro-2H-cyclopenta[c]pyridine-4-carboxamide